3-[5-(8-azabicyclo[3.2.1]octan-3-yl)-3-methyl-2-oxo-benzimidazol-1-yl]piperidine-2,6-dione C12CC(CC(CC1)N2)C2=CC1=C(N(C(N1C)=O)C1C(NC(CC1)=O)=O)C=C2